potassium tertbutanolate C(C)(C)(C)[O-].[K+]